1,5-anhydro-2,3-dideoxy-3-[(4-methyl-5-{[6-(1-methyl-1H-pyrazol-3-yl)pyridin-3-yl]methyl}-2,3-dihydro-1-benzofuran-7-carbonyl)amino]-L-threo-pentitol CC1=C(C=C(C2=C1CCO2)C(=O)N[C@H]2CCOC[C@@H]2O)CC=2C=NC(=CC2)C2=NN(C=C2)C